3-[P,P-diethyl-P-3,6,9-trioxadecanyl-phosphanyl]-2-hydroxypropane C(C)P(CCOCCOCCOC)(CC)CC(C)O